C(CCCCC(C)C)[O-].[Na+] Sodium isooctanolate